ClC=1C=C(C=CC1)N1C(C(=CC2=C1N=C(N=C2)NCC2=C(C=C(C=C2)OC)OC)N2CCN(C1=C(C=CC=C21)C)C(C=C)=O)=O 8-(3-chlorophenyl)-2-[(2,4-dimethoxyphenyl)methylamino]-6-(5-methyl-4-prop-2-enoyl-2,3-dihydroquinoxalin-1-yl)pyrido[2,3-d]pyrimidin-7-one